C1(CCC1)NC1CCN(CC1)C=1C2=CN(N=C2C(=CC1)C(=O)NC=1C=C(C=2N(C1)C=C(N2)C)F)CC 4-[4-(cyclobutylamino)piperidin-1-yl]-2-ethyl-N-{8-fluoro-2-methylimidazo[1,2-a]pyridin-6-yl}indazole-7-carboxamide